C12C(=CC(CC1)C2)C2=C(C=C(C=C2)C2=NNC(OC2)=O)C(F)(F)F (Rac)-5-[4-(bicyclo[2.2.1]hept-2-en-2-yl)-3-(trifluoromethyl)phenyl]-3,6-dihydro-2H-1,3,4-oxadiazin-2-one